ClC1=C(C=CC(=C1)F)C=1C(=C(C=CC1N)N)C(F)(F)F (2-chloro-4-fluorophenyl)-2-(trifluoromethyl)benzene-1,4-diamine